BrC1=CC(=C(OC=2N(C=C(N2)C(=O)OC)C)C=C1)F methyl 2-(4-bromo-2-fluorophenoxy)-1-methyl-1H-imidazole-4-carboxylate